3-(2-Ethoxyphenyl)-5-methyl-pyrazol-4-ol C(C)OC1=C(C=CC=C1)C1=NNC(=C1O)C